N-[(2,4-Difluorophenyl)methyl]-7-hydroxy-4-methyl-1-(3-methylbutyl)-6,8-dioxo-1,2,3,4,6,8,12,12a-octahydropyrido[1',2':4,5]pyrazino[1,2-a]pyrimidine-9-carboxamide FC1=C(C=CC(=C1)F)CNC(=O)C=1C(C(=C2N(CC3N(C(CCN3CCC(C)C)C)C2=O)C1)O)=O